S-(1-Oxido-2-pyridyl)-N,N,N',N'-tetramethylthiuronium tetrafluoroborate F[B-](F)(F)F.[O-][N+]1=C(C=CC=C1)SC(=[N+](C)C)N(C)C